ClC1=CC=C(S1)CNC1=CC(=NN1)C1CCN(CC1)C(C(F)(F)F)C1=NC=CC=C1 N-[(5-Chlorothiophen-2-yl)methyl]-3-{1-[2,2,2-trifluoro-1-(pyridin-2-yl)ethyl]piperidin-4-yl}-1H-pyrazol-5-amin